5-(5-{2-[(Benzylcarbamoyl)amino]ethyl}-2-{[(3R)-3-methyl-3,4-dihydroisoquinolin-2(1H)-yl]carbonyl}phenyl)-N-(4-hydroxyphenyl)-N,1,2-trimethyl-1H-pyrrole-3-carboxamide C(C1=CC=CC=C1)NC(=O)NCCC=1C=CC(=C(C1)C1=CC(=C(N1C)C)C(=O)N(C)C1=CC=C(C=C1)O)C(=O)N1CC2=CC=CC=C2C[C@H]1C